hexaanimine rhodium (III) chloride [Rh](Cl)(Cl)Cl.C(CCCCC)=N